BrC1=C2C=C(NC2=C(C(=C1)Cl)F)C(=O)OC Methyl 4-bromo-6-chloro-7-fluoro-1H-indole-2-carboxylate